C(#C)C1=CC(N(C=2N=C(N=CC21)NC2=C(C=C(C(=C2)C=2C=NN(C2)C)N2CCOCC2)OC)C)=O 5-Ethynyl-2-{[2-methoxy-5-(1-methylpyrazol-4-yl)-4-(morpholin-4-yl)phenyl]amino}-8-methylpyrido[2,3-d]pyrimidin-7-one